BrC1=CC2=C(N=CN=C2SC)N1 6-bromo-4-(methylthio)-7H-pyrrolo[2,3-d]Pyrimidine